N-[6-(difluoromethyl)-2-[1-[(3-fluoroazetidin-3-yl)methyl]-4-piperidyl]indazol-5-yl]pyrazolo[1,5-a]pyrimidine-3-carboxamide FC(C=1C(=CC2=CN(N=C2C1)C1CCN(CC1)CC1(CNC1)F)NC(=O)C=1C=NN2C1N=CC=C2)F